tert-butyl (2R)-2-(((tert-butyldiphenylsilyl)oxy)methyl)-5-hydroxypiperidine-1-carboxylate [Si](C1=CC=CC=C1)(C1=CC=CC=C1)(C(C)(C)C)OC[C@@H]1N(CC(CC1)O)C(=O)OC(C)(C)C